(3-Methoxyazetidin-1-yl)-(5-phenyl-6,7-dihydro-5H-pyrrolo[1,2-b][1,2,4]triazol-2-yl)methanon COC1CN(C1)C(=O)C=1N=C2N(N1)C(CC2)C2=CC=CC=C2